7-(quinoline-4-yl)-Tryptophan N1=CC=C(C2=CC=CC=C12)C1=C2NC=C(C[C@H](N)C(=O)O)C2=CC=C1